[3-(2-chloro-5-fluorophenyl)-2-[(4-methoxyphenyl)methyl]-1-oxo-2,3-dihydro-1H-pyrrolo[4,3-f]quinolin-4-yl]-5-fluoro-3-(trifluoromethyl)benzamide ClC1=C(C=C(C=C1)F)C1N(C(C2=C3C=CC=NC3=CC(=C21)C2=C(C(=O)N)C=C(C=C2C(F)(F)F)F)=O)CC2=CC=C(C=C2)OC